FC1=C(C=CC(=C1)F)C=1C(=NN2C1N=C(C=C2)C2=CC=C(C=C2)S(N)(=O)=O)C 3-(2,4-difluorophenyl)-2-methyl-5-(4-sulfamoylphenyl)pyrazolo[1,5-a]pyrimidin